3-chloro-1H-pyrazolo[3,4-b]pyridine-5-carbonitrile ClC1=NNC2=NC=C(C=C21)C#N